FCC(OC=1C=C2C(N(C(N(C2=CC1)C1CCN(CC1)C=O)=O)CC1=CC(=C(C=C1)CN1CCOCC1)OC)=O)CF 4-{6-[2-fluoro-1-(fluoromethyl)ethoxy]-3-[3-methoxy-4-(morpholin-4-ylmethyl)benzyl]-2,4-dioxo-3,4-dihydroquinazolin-1(2H)-yl}piperidine-1-carbaldehyde